O1C(=CC=C1)C1=C(C=CC(=C1)CO)NS(=O)(=O)C1=CSC=C1 N-(2-(furan-2-yl)-4-(hydroxymethyl)phenyl)thiophene-3-sulfonamide